NC1=C(C=C(C=C1)C1=CC=C(C=C1)F)NC(C1=CC=C(C=C1)S(=O)(=N)C=1C=NC=C(C1)CO)=O N-(4-amino-4'-fluoro-[1,1'-biphenyl]-3-yl)-4-(5-(hydroxymethyl)pyridine-3-sulfonimidoyl)benzamide